N-(4-(5-(2-acetamidopyridin-4-yl)-2-(methylthio)-1H-imidazol-4-yl)-2,3-dihydro-1H-inden-1-yl)-3,5-difluorobenzamide C(C)(=O)NC1=NC=CC(=C1)C1=C(N=C(N1)SC)C1=C2CCC(C2=CC=C1)NC(C1=CC(=CC(=C1)F)F)=O